(S)-2-((1-ethoxy-3,3-dimethyl-1,3-dihydro-[1,2]oxaborolo[4,3-b]pyridin-5-yl)amino)-4-((2-hydroxy-1-phenylethyl)amino)pyrimidine-5-carboxylic acid C(C)OB1OC(C2=NC(=CC=C21)NC2=NC=C(C(=N2)N[C@H](CO)C2=CC=CC=C2)C(=O)O)(C)C